ClC1=C(C=C2C(=C(N(C2=C1F)C)C1=NC(=NN1)C(C)F)C=1C=NNC1)OC 6-chloro-7-fluoro-2-(3-(1-fluoroethyl)-1H-1,2,4-triazol-5-yl)-5-methoxy-1-methyl-3-(1H-pyrazol-4-yl)-1H-indole